6-Bromo-5-chloro-N2-cyclopropylpyridine-2,3-diamine BrC1=C(C=C(C(=N1)NC1CC1)N)Cl